(2R,4R)-N2-(5-((+)-1-amino-1-(3-cyanophenyl)-3-cyclopropylpropyl)-2-fluorophenyl)-4-hydroxy-N1-phenylpyrrolidine-1,2-dicarboxamide NC(CCC1CC1)(C1=CC(=CC=C1)C#N)C=1C=CC(=C(C1)NC(=O)[C@@H]1N(C[C@@H](C1)O)C(=O)NC1=CC=CC=C1)F